C1(=CC=CC=C1)C1=NN=C(O1)C1=CN=CS1 5-(5-phenyl-1,3,4-oxadiazol-2-yl)thiazol